5-[4-[tert-butoxycarbonyl(cyclopropyl)amino]-1-piperidyl]-2-methyl-imidazo[1,2-a]pyridine-8-carboxylic acid C(C)(C)(C)OC(=O)N(C1CCN(CC1)C1=CC=C(C=2N1C=C(N2)C)C(=O)O)C2CC2